C(CC)N1CN(C=C1)C1=NC=CC=C1 3-propyl-1-(pyridin-2-yl)-1H-imidazole